(2R,3S)-2-[[3-hydroxy-2-((5R)-5H-imidazo[1,5-b]isoindol-5-yl)-7-azaspiro[3.5]nonan-7-yl]sulfonyl]acetonitrile O[C@H]1[C@H](CC12CCN(CC2)S(=O)(=O)CC#N)[C@H]2N1C(C=3C=CC=CC23)=CN=C1